methyl 4-benzyl-6-methylenemorpholine-3-carboxylate C(C1=CC=CC=C1)N1C(COC(C1)=C)C(=O)OC